C(C)(C)(C)OC(NCC1=CC(=CC(=C1)F)C=1C=NN(C1)C1=CC(=C(C=C1)F)Cl)=O 3-(1-(3-chloro-4-fluorophenyl)-1H-pyrazol-4-yl)-5-fluorobenzyl-carbamic acid tert-butyl ester